6-Bromo-N-(3-methoxy-5-(piperidin-1-yl)phenyl)quinolin-4-amine BrC=1C=C2C(=CC=NC2=CC1)NC1=CC(=CC(=C1)N1CCCCC1)OC